C(#N)C[C@@H]1N(CCN(C1)C1=NC(=NC2=CC(=C3C(=C12)OC=C3)C3=C(C=CC=C3F)F)OC[C@H]3N(CCC3)C)C(=O)OC(C)(C)C tert-butyl (S)-2-(cyanomethyl)-4-(4-(2,6-difluorophenyl)-7-(((S)-1-methylpyrrolidin-2-yl)methoxy)furo[2,3-f]quinazolin-9-yl)piperazine-1-carboxylate